CC(CCNCC(F)(F)F)CCCC(CCCC(C)C)C N-(3,7,11-trimethyldodecyl)-2,2,2-trifluoroethylamine